N-[8-amino-6-(1,4-dimethyl-2-oxo-3-pyridyl)-3-isoquinolyl]-2-fluoro-cyclopropane-1-carboxamide NC=1C=C(C=C2C=C(N=CC12)NC(=O)C1C(C1)F)C=1C(N(C=CC1C)C)=O